C(C)(C)(C)OC(=O)N1CCN(C2=CC=CC(=C12)C)C1=CC2=C(N=C(N=C2)NC2=C(C=C3CCN(CC3=C2)C)F)N(C1=O)C 4-[2-[(6-fluoro-2-methyl-3,4-dihydro-1H-isoquinolin-7-yl)amino]-8-methyl-7-oxo-pyrido[2,3-d]pyrimidin-6-yl]-8-methyl-2,3-dihydroquinoxaline-1-carboxylic acid tert-butyl ester